(1-(difluoromethyl)-1H-pyrazol-4-yl)-5-methoxy-N-(4-methoxybenzyl)pyridazin-3-amine FC(N1N=CC(=C1)C1=C(N=NC=C1OC)NCC1=CC=C(C=C1)OC)F